C(C(=C)C)(=O)[O-] (s)-methacrylate